CC1NCC2=CC=CC=C2C1 3-methyl-1,2,3,4-tetrahydroisoquinoline